1-(1-(2,6-dioxopiperidin-3-yl)-1H-indazol-5-yl)azetidine-3-carboxylic acid O=C1NC(CCC1N1N=CC2=CC(=CC=C12)N1CC(C1)C(=O)O)=O